(1-(2-(((2-chloro-9-isopropyl-9H-purin-6-yl)amino)methyl)phenyl)-1H-pyrazol-3-yl)(4-methylpiperazin-1-yl)methanone ClC1=NC(=C2N=CN(C2=N1)C(C)C)NCC1=C(C=CC=C1)N1N=C(C=C1)C(=O)N1CCN(CC1)C